C(C)C=1C(=CC=C2C=C(C=C(C12)C1=C(C=2N=C(N=C(C2C=N1)N1CC2(CNC(N2)=O)CCC1)OC[C@]12CCCN2C[C@@H](C1)F)F)O)F 7-(7-(8-ethyl-7-fluoro-3-hydroxynaphthalen-1-yl)-8-fluoro-2-(((2R,7aS)-2-fluorohexahydro-1H-pyrrolizin-7a-yl)methoxy)pyrido[4,3-d]pyrimidin-4-yl)-1,3,7-triazaspiro[4.5]decan-2-one